5-morpholinylpyrazole tert-butyl-(N-((1-(6-methyl-7H-pyrrolo[2,3-d]pyrimidin-4-yl)piperidin-4-yl)methyl)sulfamoyl)carbamate C(C)(C)(C)N(C(O)=O)S(NCC1CCN(CC1)C=1C2=C(N=CN1)NC(=C2)C)(=O)=O.N2(CCOCC2)C2=CC=NN2